OC=1C=C2C(=NC=NC2=CC1OC)N1CCC(CC1)CCP(O)(O)=O (2-(1-(6-hydroxy-7-methoxyquinazolin-4-yl)piperidin-4-yl)ethyl)phosphonic acid